Tetraethyl (((2-(3-(phenyl carbamoyl)phenyl)thieno[2,3-d]pyrimidin-4-yl)amino)methylene)bis(phosphonate) C1(=CC=CC=C1)NC(=O)C=1C=C(C=CC1)C=1N=C(C2=C(N1)SC=C2)NC(P(OCC)(OCC)=O)P(OCC)(OCC)=O